tri(4-methoxyphenyl)phosphonium COC1=CC=C(C=C1)[PH+](C1=CC=C(C=C1)OC)C1=CC=C(C=C1)OC